N-(5-methyl-2-(3-methyl-1,4-diazepan-1-yl)pyrimidin-4-yl)-1H-indazol-5-amine CC=1C(=NC(=NC1)N1CC(NCCC1)C)NC=1C=C2C=NNC2=CC1